N-[5-(1H-benzimidazol-2-yl)-1H-pyrazol-3-yl]-4-methylsulfanyl-benzamide N1C(=NC2=C1C=CC=C2)C2=CC(=NN2)NC(C2=CC=C(C=C2)SC)=O